ClC=1C=C(C=C(C1OC1=NNC(C(=C1)C1=C(C(=CC=C1)C)F)=O)Cl)N1N=C(C(NC1=O)=O)C#N 2-(3,5-dichloro-4-[[5-(2-fluoro-3-methylphenyl)-6-oxo-1H-pyridazin-3-yl]oxy]phenyl)-3,5-dioxo-4H-1,2,4-tri-azine-6-carbonitrile